C(#N)CC1=CC=C(C=C1)NC(=O)NC1(CC1)C1CC1 ({[4-(cyanomethyl)phenyl]carbamoyl}amino)(bicyclopropyl)